OC1=C(C=CC(=C1)C(F)(F)F)C1=C2C(=C(N=N1)C1(C[C@H](O[C@H](C1)C)C)O)N=CC=C2 (2R,4s,6S)-4-(5-(2-hydroxy-4-(trifluoromethyl)phenyl)pyrido[2,3-d]pyridazin-8-yl)-2,6-dimethyltetrahydro-2H-pyran-4-ol